ClC1=CC=C(C=C1)C1=CC(=C(C=C1)C(=O)O)OC 4'-Chloro-3-methoxy-biphenyl-4-carboxylic acid